7-[2-fluoro-4-(trifluoromethyl)phenyl]-N,N-dimethyl-5-[(2R,6S)-2-methyl-6-(2-methyl-4-pyridyl)morpholin-4-yl]thiazolo[4,5-d]pyrimidin-2-amine FC1=C(C=CC(=C1)C(F)(F)F)C=1C2=C(N=C(N1)N1C[C@H](O[C@H](C1)C1=CC(=NC=C1)C)C)N=C(S2)N(C)C